3-((2-amino-5-bromopyridin-3-yl)amino)-2-hydroxy-2-methylpropanoic acid NC1=NC=C(C=C1NCC(C(=O)O)(C)O)Br